tert-butyl (E)-3-(3-(5-carbamoyl-2-((4-((2-methoxy-4-(methoxycarbonyl)-6-nitrophenyl)amino)but-2-en-1-yl)amino)-3-nitrophenoxy)prop-1-yn-1-yl)piperidine-1-carboxylate C(N)(=O)C=1C=C(C(=C(OCC#CC2CN(CCC2)C(=O)OC(C)(C)C)C1)NC\C=C\CNC1=C(C=C(C=C1[N+](=O)[O-])C(=O)OC)OC)[N+](=O)[O-]